3-[4-(pyrrolidin-3-yl)phenyl]Urea N1CC(CC1)C1=CC=C(C=C1)NC(N)=O